CC(CO)(C)NCC(CS(=O)(=O)O)O N-(1,1-Dimethyl-2-hydroxyethyl)-3-amino-2-hydroxypropanesulfonic acid